4-(4-chloro-2-fluorophenoxy)-3-(6,7-dihydro-5H-pyrrolo[1,2-a]imidazol-2-yl)-N-methylbenzene-1-sulfonamide ClC1=CC(=C(OC2=C(C=C(C=C2)S(=O)(=O)NC)C=2N=C3N(C2)CCC3)C=C1)F